ClC=1C=C2C(=CNC2=CC1)/C(/C#N)=C\C=1C=NC=CC1OC (E)-2-(5-chloro-1H-indol-3-yl)-3-(4-methoxypyridin-3-yl)acrylonitrile